CN1N=CC=2C=3N=CC=C(NC4=NC=C(C(O[C@H](CCOC12)C)=C4)C4=CN(C=C4OCC(F)(F)F)C)N3 (10S)-5,10-dimethyl-13-[1-methyl-4-(2,2,2-trifluoroethoxy)pyrrol-3-yl]-7,11-dioxa-4,5,15,17,21,22-hexazatetracyclo[16.3.1.112,16.02,6]tricosa-1(22),2(6),3,12(23),13,15,18,20-octaene